allyl-imidazolone C(C=C)C1=NC(N=C1)=O